ClCC=1C=C(C(=NC1)F)C1C(NC(CC1)=O)=O 3-(5-(Chloromethyl)-2-fluoropyridin-3-yl)piperidine-2,6-dione